4-amino-7-fluoro-8-(2-(methyl-d3)pyridin-3-yl)-N-propylisoquinoline-3-carboxamide NC1=C(N=CC2=C(C(=CC=C12)F)C=1C(=NC=CC1)C([2H])([2H])[2H])C(=O)NCCC